C1(=CC=CC2=CC=CC=C12)[C@@H](C)N1CCC(CC1)NCC(=O)NCC(=O)NC/C=C/C(=O)N (R,E)-4-(2-(2-((1-(1-(naphthalen-1-yl)ethyl)piperidin-4-yl)amino)acetamido)acetamido)but-2-enamide